allyl N2-(((9H-fluoren-9-yl)methoxy)carbonyl)-N4-((4-((3S,4S)-3,4-bis(((1S,2R)-2-phenylcyclopropyl)carbamoyl)pyrrolidine-1-carbonyl)phenyl)(imino)methyl)-N4-hydroxy-L-asparaginate C1=CC=CC=2C3=CC=CC=C3C(C12)COC(=O)N[C@@H](CC(N(O)C(=N)C1=CC=C(C=C1)C(=O)N1C[C@H]([C@@H](C1)C(N[C@@H]1[C@H](C1)C1=CC=CC=C1)=O)C(N[C@@H]1[C@H](C1)C1=CC=CC=C1)=O)=O)C(=O)OCC=C